COC(C(C)(C)N1N=C(C=C1)S(N(CC1=CC=C(C=C1)OC)CC1=CC=C(C=C1)OC)(=O)=O)=O 2-(3-(N,N-bis(4-methoxybenzyl)sulfamoyl)-1H-pyrazol-1-yl)-2-methylpropionic acid methyl ester